3-({4-[(2-benzyl-1-methyl-1H-benzoimidazol-5-yl)(methyl)amino]pyrimidin-2-yl}amino)benzenesulfonamide C(C1=CC=CC=C1)C1=NC2=C(N1C)C=CC(=C2)N(C2=NC(=NC=C2)NC=2C=C(C=CC2)S(=O)(=O)N)C